C(C(C)C)(=O)C(C(=O)NC1=CC=CC=C1)C(C(F)=O)C1=CC=CC=C1 (+/-)-α-isobutyryl-γ-oxo-N,β-diphenyl-4-fluorobutyramide